The molecule is tetraanion of (S)-3-hydroxylauroyl-CoA arising from deprotonation of the phosphate and diphosphate functions; principal microspecies at pH 7.3. It is a fatty acyl-CoA(4-), an 11,12-saturated fatty acyl-CoA(4-) and a medium-chain fatty acyl-CoA(4-). It is a conjugate base of a (S)-3-hydroxylauroyl-CoA. CCCCCCCCC[C@@H](CC(=O)SCCNC(=O)CCNC(=O)[C@@H](C(C)(C)COP(=O)([O-])OP(=O)([O-])OC[C@@H]1[C@H]([C@H]([C@@H](O1)N2C=NC3=C(N=CN=C32)N)O)OP(=O)([O-])[O-])O)O